C1CCCCCCCOC(=O)CCCCCC1 cyclopentadecanolide